4-(3-((5-cyclopropyl-2-((3-methyl-1-(8-methyl-8-azabicyclo[3.2.1]octan-3-yl)-1H-pyrazol-4-yl)amino)pyrimidin-4-yl)amino)propyl)-1-methyl-1,4-diazepan-5-one C1(CC1)C=1C(=NC(=NC1)NC=1C(=NN(C1)C1CC2CCC(C1)N2C)C)NCCCN2CCN(CCC2=O)C